O[C@H](CC1(CC1)S(=O)(=O)N)CO 1-[(2R)-2,3-dihydroxypropyl]-cyclopropanesulfonamide